5-amino-3-(but-2-en-1-yl)-3,4-dihydro-2H-benzo[b][1,4]oxazine-7-carboxylic acid methyl ester COC(=O)C=1C=C(C2=C(OCC(N2)CC=CC)C1)N